C(#N)C1(CC1)CS(=O)(=O)C=1C=C2CNC(C2=CC1)C(=O)NC1=CC=C(C=C1)C(C(F)(F)F)(C(F)(F)F)O 5-(((1-cyanocyclopropyl)methyl)sulfonyl)-N-(4-(1,1,1,3,3,3-hexafluoro-2-hydroxypropan-2-yl)phenyl)isoindoline-1-carboxamide